(S)-2'-((5-Amino-6-fluoro-1H-pyrrolo[3,2-b]pyridin-2-yl)methyl)-1-(4-fluorobenzyl)spiro[pyrrolidine-3,3'-pyrrolo[3,4-c]pyridine]-1',2(2'H)-dione NC1=C(C=C2C(=N1)C=C(N2)CN2[C@@]1(C=3C=NC=CC3C2=O)C(N(CC1)CC1=CC=C(C=C1)F)=O)F